phenylsulfamic acid C1(=CC=CC=C1)NS(O)(=O)=O